N(N)C=1C=2C3=C(C(N(C3=CC1)CC1=CC=C(C=C1)OC)=O)C=CC2 6-hydrazino-1-(4-methoxybenzyl)benzo[cd]indol-2(1H)-one